2-(3-hydroxypyrrolidin-1-yl)ethane-1,2-dione OC1CN(CC1)C(C=O)=O